tert-butyl ethyl(3-formyl-2,2-dimethyl-2H-chromen-7-yl)carbamate C(C)N(C(OC(C)(C)C)=O)C1=CC=C2C=C(C(OC2=C1)(C)C)C=O